CN1C=C(C=2C(N(C=C(C21)C)C)=O)C(=O)NC2C(OCC2)C2=CC=CC=C2 1,5,7-trimethyl-4-oxo-N-(2-phenyltetrahydrofuran-3-yl)-4,5-dihydro-1H-pyrrolo[3,2-c]pyridine-3-carboxamide